C(C)C=1C=C(C=C(C1)CN1C[C@H](CCC1)C)N1C(C2=CC(=CC=C2C1)C1(COC1)CC1=NN=CN1C)=O (S)-2-(3-Ethyl-5-((3-methylpiperidin-1-yl)methyl)phenyl)-6-(3-((4-methyl-4H-1,2,4-triazol-3-yl)methyl)oxetan-3-yl)isoindolin-1-one